Cl.NCCCCCCCCCC1=CC2=C(N(C(N2C)=O)N2C(CCCC2=O)=O)C=C1 [5-(9-Aminononyl)-3-methyl-2-oxo-1,3-benzodiazol-1-yl]piperidine-2,6-dione hydrochloride